OC1=CC=C(C=C1)C[SH+]CC1=CC=C(C=C1)C (4-hydroxyphenyl)methyl-(4-methylbenzyl)sulfonium